C(C1=CC=CC=C1)O[C@@H](CN)C (R)-2-(benzyloxy)propan-1-amine